CCN\\1C2=C(C3=C(C=C2)C(=CC(=C3)S(=O)(=O)[O-])S(=O)(=O)[O-])C(/C1=C/C=C/C=C/C4=[N+](C5=C(C4(C)C)C=C(C=C5)C(=O)O)CCCCS(=O)(=O)[O-])(C)C The molecule is an anionic unsymmetrical C5 cyanine dye having substituted indoleinine and benzo[e]indoleinine groups at either end. It has a role as a fluorochrome. It is a cyanine dye and an organosulfonate oxoanion.